BrC1=C(C=CC=C1)[C@H]1N(CCC1)C1CC2(C1)CCN(CC2)C(=O)OC(C)(C)C tert-butyl 2-[(2S)-2-(2-bromophenyl)pyrrolidin-1-yl]-7-azaspiro[3.5]nonane-7-carboxylate